FC=1C=CC2=C(N=C(O2)S)C1 5-fluorobenzo[d]oxazole-2-thiol